O[C@@H]1C[C@H](N(C1)C(C(C(C)C)C1=CC(=NO1)OCC#C)=O)C(=O)O (2S,4R)-4-hydroxy-1-(3-methyl-2-(3-(prop-2-yn-1-yloxy)isoxazol-5-yl)butanoyl)pyrrolidine-2-carboxylic acid